(S)-2-(1-((tert-butyldimethylsilyl)oxy)cyclopropyl)-4-(4-(1-((5-(2,4-difluorophenoxy)pyrazin-2-yl)amino)-1-oxopropan-2-yl)-2,2-dimethylpiperazine-1-carbonyl)pyridine 1-oxide [Si](C)(C)(C(C)(C)C)OC1(CC1)C1=[N+](C=CC(=C1)C(=O)N1C(CN(CC1)[C@H](C(=O)NC1=NC=C(N=C1)OC1=C(C=C(C=C1)F)F)C)(C)C)[O-]